C(CCCCCCCCCCC)CN([O-])C Lauryl-dimethylaminoxid